C(C)(C)(C)OC([C@H](CC1CC1)N1C=C(C(=CC1=O)O)C(=O)OCC)=O (S)-ethyl 1-(1-tert-butoxy-3-cyclopropyl-1-oxopropan-2-yl)-4-hydroxy-6-oxo-1,6-dihydropyridine-3-carboxylate